ClC=1C=C(CN(C(CN2OOC3=CC=CC=C23)=O)C2=CC=C(C(=O)NC)C=C2)C=CC1 4-(N-(3-chlorobenzyl)-2-(2,3-dioxaindol-1-yl)acetamido)-N-methylbenzamide